FC=1C=CC(=NC1)OC[C@H]1N(C2CC(C1)C2)C(=O)C2=NC(=CC=C2C2=NC=CC=N2)C (3S)-3-{[(5-Fluoropyridin-2-yl)oxy]methyl}-2-{[6-methyl-3-(pyrimidin-2-yl)pyridin-2-yl]carbonyl}-2-azabicyclo[3.1.1]heptan